4-bromo-3-isopropyl-1H-pyrazolo[3,4-b]Pyridine BrC1=C2C(=NC=C1)NN=C2C(C)C